C(C)(C)(C)OC(C1=C(C=C(C=C1)N(C)CCN(C)C)N(C(C(F)(F)F)=O)C1CCOCC1)=O tert-butyl-4-((2-(dimethylamino)ethyl)(methyl)amino)-2-(2,2,2-trifluoro-N-(tetrahydro-2H-pyran-4-yl)acetamido)benzoate